O1CC(C1)NC1CC2(CNC2)C1 N-(oxetan-3-yl)-2-azaspiro[3.3]heptan-6-amine